tert-butyl (3-fluoro-2-methyl-4-(4-((1-methyl-1H-pyrazol-3-yl)amino)-1,3,5-triazin-2-yl)benzyl)carbamate FC=1C(=C(CNC(OC(C)(C)C)=O)C=CC1C1=NC=NC(=N1)NC1=NN(C=C1)C)C